O1COC2=C1C=CC(=C2)N(C(=O)C=2C=C(C=CC2)N2N=C(C(=C2C(C)C)Cl)C(=O)OCC)C ethyl 1-[3-[1,3-benzodioxol-5-yl(methyl)carbamoyl]phenyl]-4-chloro-5-isopropyl-pyrazole-3-carboxylate